N-(2-(3-chlorophenoxy)propyl)-2-(phenylamino)acetimidamide formate C(=O)O.ClC=1C=C(OC(CNC(CNC2=CC=CC=C2)=N)C)C=CC1